FC=1C=NC(=NC1)C=1C=C(C=CC1C)NC(=O)N1[C@H]2C[C@H](C[C@@]1(C2)C=2OC(=NN2)C(F)(F)F)C (1R,3R,5S)-N-[3-(5-fluoropyrimidin-2-yl)-4-methylphenyl]-3-methyl-1-[5-(trifluoromethyl)-1,3,4-oxadiazol-2-yl]-6-azabicyclo[3.1.1]heptane-6-carboxamide